trichloromethane fluorine chloride FCl.ClC(Cl)Cl